methyl (S)-3-(3-cyclopentyl-5-(3,5-dimethyl-1H-pyrazol-1-yl)phenyl)-4-(8,8-difluoro-6-((5,6,7,8-tetrahydro-1,8-naphthyridin-2-yl)methyl)-2,6-diazaspiro[3.4]octan-2-yl)butanoate C1(CCCC1)C=1C=C(C=C(C1)N1N=C(C=C1C)C)[C@H](CC(=O)OC)CN1CC2(C1)CN(CC2(F)F)CC2=NC=1NCCCC1C=C2